1-benzyl-8-methyl-1,4,8-triazaspiro-[4.5]-decan-2-one C(C1=CC=CC=C1)N1C(CNC12CCN(CC2)C)=O